6-chloro-7-(2-fluorophenyl)-1-(2-methylphenyl)-4-((2S)-2-methyl-4-(2-propenoyl)-1-piperazinyl)pyrido[2,3-d]pyrimidin-2(1H)-one ClC1=CC2=C(N(C(N=C2N2[C@H](CN(CC2)C(C=C)=O)C)=O)C2=C(C=CC=C2)C)N=C1C1=C(C=CC=C1)F